N[C@@H](CC(=O)OCC)C=1SC(=CC1)C1=C(C=CC(=C1)F)F ethyl (S)-3-amino-3-(5-(2,5-difluorophenyl)thiophen-2-yl)propanoate